ClC=1C(=C2C=NNC2=C(C1F)[C@@H](COC)C)C=1C=CC=2N(C1)C=C(N2)NC(=O)C2C(C2)F N-(6-(5-chloro-6-fluoro-7-((S)-1-methoxypropan-2-yl)-1H-indazol-4-yl)imidazo[1,2-a]pyridin-2-yl)-2-fluorocyclopropane-1-carboxamide